4-[4-(1,3-benzodiazol-5-yl)-5-(2-pyridinyl)-1H-imidazol-2-yl]-benzamide hydrate O.N1C=NC2=C1C=CC(=C2)C=2N=C(NC2C2=NC=CC=C2)C2=CC=C(C(=O)N)C=C2